4-(2,6-difluorophenyl)-5-fluoro-1,2-benzoxazol-3-amine FC1=C(C(=CC=C1)F)C1=C(C=CC2=C1C(=NO2)N)F